3-(4-(ethylsulfonamido)phenyl)-5-((6-(2-methoxyethoxy)pyridin-2-yl)amino)-1H-pyrazole-4-carboxamide C(C)S(=O)(=O)NC1=CC=C(C=C1)C1=NNC(=C1C(=O)N)NC1=NC(=CC=C1)OCCOC